ClC1=NC=C(C(=N1)C1=CC=C(C=C1)[N+](=O)[O-])C 2-chloro-5-methyl-4-(4-nitrophenyl)pyrimidine